2-chloro-4-(1H-2-imidazolyl)pyridine ClC1=NC=CC(=C1)C=1NC=CN1